2-(tetrahydropyran-2-yl)acetaldehyde O1C(CCCC1)CC=O